(3R,5S)-3-((3-amino-5-(tetrahydro-2H-pyran-4-yl)-1,2,4-triazin-6-yl)methyl)-5-(trifluoromethyl)pyrrolidin-2-one NC=1N=NC(=C(N1)C1CCOCC1)C[C@@H]1C(N[C@@H](C1)C(F)(F)F)=O